2-chloro-1-(2-chlorophenyl)ethan-1-one ClCC(=O)C1=C(C=CC=C1)Cl